O=C1C=CN=CN1CC1=CC=C(C(=O)N)C=C1 4-((6-oxopyrimidin-1(6H)-yl)methyl)benzamide